CN1[C@@H]([C@H](CC1=O)C(NCCC(NCCOCCOCC(=O)OC(C)(C)C)=O)=O)C=1C=NC=CC1 tert-Butyl 1-((2S,3S)-1-methyl-5-oxo-2-(pyridin-3-yl)pyrrolidin-3-yl)-1,5-dioxo-9,12-dioxa-2,6-diazatetradecan-14-oate